6-formyl-2,3-dihydro-4H-benzo[B][1,4]oxazine-4-carboxylic acid tert-butyl ester C(C)(C)(C)OC(=O)N1C2=C(OCC1)C=CC(=C2)C=O